methyl-N-(2-fluorophenyl)-5-(methylsulfonyl)pyridine 3-(1-(4-bromo-N-methyl-2-(methyleneamino)benzamido)ethyl)benzoate BrC1=CC(=C(C(=O)N(C)C(C)C=2C=C(C(=O)O)C=CC2)C=C1)N=C.CC1N(C=C(C=C1)S(=O)(=O)C)C1=C(C=CC=C1)F